(2S,3S,4R,5R)-5-(6-((2-chloro-5-meth-ylbenzyl)amino)-2-(5-chloropyridin-3-yl)-9H-purin-9-yl)-3,4-dihydroxyl-N-methyltetrahydrothiophen-2-formamide ClC1=C(CNC2=C3N=CN(C3=NC(=N2)C=2C=NC=C(C2)Cl)[C@H]2[C@@H]([C@@H]([C@H](S2)C(=O)NC)O)O)C=C(C=C1)C